C(C(=C)C)(=O)O.C(C(=C)C)(=O)O.C1(CCCCCO1)=O (ε-caprolactone) dimethacrylate